BrCC=1SC=CN1 (bromomethyl)-1,3-thiazole